sodium Sodium 3-[(2,3-dihydrothieno[3,4-b]-[1,4]dioxin-2-yl) methoxy]-1-isobutyl-1-propanesulfonate O1C=2C(OCC1COCCC(S(=O)(=O)[O-])CC(C)C)=CSC2.[Na+].[Na+].O2C=1C(OCC2COCCC(S(=O)(=O)[O-])CC(C)C)=CSC1